(phenanthren-9-yl)-(1,1':2',1''-terphenyl-4'-yl)amine C1=CC=CC=2C3=CC=CC=C3C(=CC12)NC=1C=C(C(=CC1)C1=CC=CC=C1)C1=CC=CC=C1